6-[5-(difluoromethyl)-1,3,4-oxadiazol-2-yl]-2-{(1RS,2SR)-2-hydroxy-1-(oxan-4-yl)-2-[3-(trifluoromethyl)phenyl]ethyl}-2,3-dihydro-1H-isoindol-1-one FC(C1=NN=C(O1)C1=CC=C2CN(C(C2=C1)=O)[C@@H]([C@H](C1=CC(=CC=C1)C(F)(F)F)O)C1CCOCC1)F |r|